tert-butyl (1R,3s,5S)-3-((7-chloro-2-(morpholinomethyl)-1,6-naphthyridin-5-yl)amino)-8-azabicyclo[3.2.1]octane-8-carboxylate ClC1=NC(=C2C=CC(=NC2=C1)CN1CCOCC1)NC1C[C@H]2CC[C@@H](C1)N2C(=O)OC(C)(C)C